methyl 2,3-difluoro-6-hydroxy-5-iodobenzoate FC1=C(C(=O)OC)C(=C(C=C1F)I)O